6-(2-fluorophenyl)pyridin-2-amine FC1=C(C=CC=C1)C1=CC=CC(=N1)N